2,4-difluoro-8-nitro-1,2,3,5,6,7-hexahydro-s-indacene FC1CC2=C(C=3CCCC3C(=C2C1)F)[N+](=O)[O-]